1-Cyclopropyl-6-fluoro-7-(4-(2-(4-((R)-1-hydroxy-2-(N-methylacetamido)ethyl)phenoxy)ethyl)-3-methylpiperazin-1-yl)-8-methoxy-4-oxo-1,4-dihydroquinoline-3-carboxylic acid C1(CC1)N1C=C(C(C2=CC(=C(C(=C12)OC)N1CC(N(CC1)CCOC1=CC=C(C=C1)[C@H](CN(C(C)=O)C)O)C)F)=O)C(=O)O